3,5-dimethyl-4-hydroxyaniline hydrochloride Cl.CC=1C=C(N)C=C(C1O)C